triisopropyl-isopropyl-oleate C(C)(C)C(CCCCCCC\C=C/CCCCCCC(C(=O)[O-])C(C)C)(C(C)C)C(C)C